C(C)C1=C(C=C(C(=C1)OCOCC[Si](C)(C)C)F)C1=CC=C2C(=NN(C2=C1F)C1OCCCC1)C=1N(C=CN1)COCC[Si](C)(C)C 6-(2-ethyl-5-fluoro-4-((2-(trimethylsilyl)ethoxy)methoxy)phenyl)-7-fluoro-1-(tetrahydro-2H-pyran-2-yl)-3-(1-((2-(trimethylsilyl)ethoxy)methyl)-1H-imidazol-2-yl)-1H-indazole